OC1=CC=C(C=C1)CC(=O)N[C@@H](CCC(N)=O)C(=O)O 4-hydroxyphenylacetylglutamine